3-(3-cyanophenyl)-1-(3-oxopropyl)-1H-indole-6-carboxylic acid methyl ester COC(=O)C1=CC=C2C(=CN(C2=C1)CCC=O)C1=CC(=CC=C1)C#N